C1N(C=CC2=CC=CC=C12)C(=O)N isoquinoline-2-carboxamide